1,1-difluoroethanol FC(C)(O)F